FC=1C=C(C=CC1[N+](=O)[O-])C1=NC(=NO1)C1=CC=C(C=C1)OC(F)(F)F 5-(3-fluoro-4-nitrophenyl)-3-(4-(trifluoromethoxy)phenyl)-1,2,4-oxadiazole